2-(1-{[(1R,2R)-2-hydroxycyclohexyl]amino}-7,8-dihydro-5H-pyrano[3,4-d]pyridazin-4-yl)-5-(trifluoromethoxy)phenol O[C@H]1[C@@H](CCCC1)NC1=C2C(=C(N=N1)C1=C(C=C(C=C1)OC(F)(F)F)O)COCC2